4-(3-(pyrrolidin-1-yl)benzyl)quinoline-3,4-diamine N1(CCCC1)C=1C=C(CC2(C(C=NC3=CC=CC=C23)N)N)C=CC1